COC1=C(N)C=CC=C1C1=NN(C=N1)C1COC1 2-methoxy-3-(1-(oxetan-3-yl)-1H-1,2,4-triazol-3-yl)aniline